7-((3R,5S)-1-acryloyl-5-methylpyrrolidin-3-yl)-4-amino-6-(3,3-dimethylbut-1-yn-1-yl)-N-((R)-1-phenylethyl)-7H-pyrrolo[2,3-d]pyrimidine-5-carboxamide C(C=C)(=O)N1C[C@@H](C[C@@H]1C)N1C(=C(C2=C1N=CN=C2N)C(=O)N[C@H](C)C2=CC=CC=C2)C#CC(C)(C)C